N-(1-Tert-butyl-5-fluoropyrazol-4-yl)-2-fluoro-6-methyl-5-[8-(morpholin-4-yl)imidazo[1,2-a]pyridin-6-yl]pyridine-3-carboxamide C(C)(C)(C)N1N=CC(=C1F)NC(=O)C=1C(=NC(=C(C1)C=1C=C(C=2N(C1)C=CN2)N2CCOCC2)C)F